ClC1=CNC=2C1=NC(=CC2CNCC(C)C)C(=O)NC2=CC(=CC=C2)C2(CC(C2)C)C2=NN=CN2C 3-chloro-7-((isobutylamino)methyl)-N-(3-((1s,3s)-3-methyl-1-(4-methyl-4H-1,2,4-triazol-3-yl)cyclobutyl)phenyl)-1H-pyrrolo[3,2-b]pyridine-5-carboxamide